N-(2-(3-(1,3-dioxolan-2-yl)-2-((4-methoxybenzyl)oxy)phenyl)pyrimidin-4-yl)-5-isopropyl-8-(3-((methylsulfonyl)methyl)azetidin-1-yl)isoquinolin-3-amine O1C(OCC1)C=1C(=C(C=CC1)C1=NC=CC(=N1)NC=1N=CC2=C(C=CC(=C2C1)C(C)C)N1CC(C1)CS(=O)(=O)C)OCC1=CC=C(C=C1)OC